C(C=C)C1=C(C=C(C=C1)C)N(C(=O)[C@H]1N(CC[C@H]1O[Si](C)(C)C(C)(C)C)C1=NC(=CC(=C1)C(F)(F)F)C=C)C (2S,3R)-N-(2-allyl-5-methylphenyl)-3-((tert-butyldimethylsilyl)oxy)-N-methyl-1-(4-(trifluoromethyl)-6-vinylpyridin-2-yl)pyrrolidine-2-carboxamide